(R)-5-(pyridin-2-yl)-4-(4-(trifluoromethyl)pyrazolo[1,5-a]pyridin-2-yl)-4,5,6,7-tetrahydro-1H-imidazo[4,5-c]pyridine N1=C(C=CC=C1)N1[C@H](C2=C(CC1)NC=N2)C2=NN1C(C(=CC=C1)C(F)(F)F)=C2